6-nitro-3-[3-(trifluoromethyl)anilino]indan-1-ol [N+](=O)([O-])C1=CC=C2C(CC(C2=C1)O)NC1=CC(=CC=C1)C(F)(F)F